BrC1=CC=C(C=C1)C1(COC1)C 3-(4-bromophenyl)-3-methyloxetane